BrC1=CC=C(C=N1)N1CC(N(CC1)C(=O)[O-])C 4-(6-bromopyridin-3-yl)-2-methylpiperazine-1-carboxylate